OC(CCCCCCC)C=CC=CCC=CCC 8-hydroxy-9,11,14-heptadecatriene